penta-fluoroPhenylalanine FC([C@](N(C1=CC=CC=C1)F)(C(=O)O)F)(F)F